tantalum(V) hydride [H-].[Ta+5].[H-].[H-].[H-].[H-]